tert-butyl (3-((2-(N,N-bis(4-methoxybenzyl)sulfamoyl)-4-iodo-3-(2-(4-methoxybenzyl)-2H-tetrazol-5-yl)phenyl)sulfonyl)-2-hydroxypropyl)carbamate COC1=CC=C(CN(S(=O)(=O)C2=C(C=CC(=C2C=2N=NN(N2)CC2=CC=C(C=C2)OC)I)S(=O)(=O)CC(CNC(OC(C)(C)C)=O)O)CC2=CC=C(C=C2)OC)C=C1